NC[C@H]1NC([C@H](SCC1)C1=CC=C(C=C1)C(F)(F)F)=O (2R,5S)-5-(aminomethyl)-2-[4-(trifluoromethyl)phenyl]-1,4-thiazepan-3-one